ClCC1=CC=2N(C=C1)C=CN2 7-(chloromethyl)imidazo[1,2-a]pyridine